FC(CCNC(CC(C)(CC=C)CC=C)C)(C(C(C(C(C(F)(F)F)(F)F)(F)F)(F)F)(F)F)F N-(3,3,4,4,5,5,6,6,7,7,8,8,8-tridecafluorooctyl)-2,2-di(2-propenyl)-4-pentylamine